C(C)(C)(C)OC(NC1CN(C(CC1)C(F)(F)F)CC(C)(C)O)=O [1-(2-hydroxy-2-methylpropyl)-6-(trifluoromethyl)piperidin-3-yl]carbamic acid tert-butyl ester